2'-C-Ethynyl-4'-C-methyladenosine C(#C)[C@@]1([C@@H](O[C@@]([C@H]1O)(CO)C)N1C=NC=2C(N)=NC=NC12)O